FC(OC[C@@H]1N(S(OC1)(=O)=O)C(=O)OC(C)(C)C)(F)F Tert-butyl (S)-4-((trifluoromethoxy)methyl)-1,2,3-oxathiazolidine-3-carboxylate 2,2-dioxide